N,N-dimethylallylammonium C[NH+](C)CC=C